1-(6-fluoro-5-hydroxypyridin-2-yl)-2-((3aR,5r,6aS)-5-hydroxy-5-(3-methoxybenzyl)hexahydrocyclopenta[c]pyrrol-2(1H)-yl)ethanone FC1=C(C=CC(=N1)C(CN1C[C@@H]2[C@H](C1)CC(C2)(CC2=CC(=CC=C2)OC)O)=O)O